(1s,4s)-4-(8-(Dimethylphosphoryl)-5-methyl-2-oxo-1,2-dihydroquinazolin-3(4H)-yl)-N-(3-methoxy-4-methylphenyl)cyclohexanecarboxamide CP(=O)(C)C=1C=CC(=C2CN(C(NC12)=O)C1CCC(CC1)C(=O)NC1=CC(=C(C=C1)C)OC)C